1-(3-Bromo-4-methylphenyl)-2,2,2-trifluoroethan-1-ol BrC=1C=C(C=CC1C)C(C(F)(F)F)O